2-(trimethylsilyl)ethyl-3-nitro-1H-1,2,4-triazole-At C[Si](CCOC(=O)C1(NNC=N1)[N+](=O)[O-])(C)C